5-chloro-6-((2,4-difluorophenyl)methoxy-d2)-3-(2-Fluoro-5-methylpyridin-4-yl)-2-methylpyridin-4(3H)-one ClC=1C(C(C(=NC1OC([2H])([2H])C1=C(C=C(C=C1)F)F)C)C1=CC(=NC=C1C)F)=O